ClC1=C2N(C(C(=C1)NC1=NC=NC=C1)=O)C(NC2=O)(C(F)(F)F)C 8-chloro-3-methyl-6-(pyrimidin-4-ylamino)-3-(trifluoromethyl)-2H-imidazo[1,5-a]pyridine-1,5-dione